BrC1=C(C=CC=C1)C=1OC=CC1 2-(2-bromophenyl)-furan